CSSC[C@H]([C@H]([C@H](C=O)O)O)O S-methylthio-5-thio-D-ribose